(3aR,6aS)-5-(4-fluorophenyl)-3a,6a-dimethyl-2,3,4,6-tetrahydro-1H-pyrrolo[3,4-c]pyrrole FC1=CC=C(C=C1)N1C[C@]2([C@@](C1)(CNC2)C)C